C(N)(=O)C12CN(CC(C1)C2)C(=O)OC(C)(C)C tert-Butyl 1-carbamoyl-3-azabicyclo[3.1.1]heptane-3-carboxylate